OC1=C(C=CC=C1O)/C=C/C(=O)C1=C(C=CC=C1)O (E)-3-(2,3-Dihydroxyphenyl)-1-(2-hydroxyphenyl)prop-2-en-1-one